OCCOCCOC(C(=C)C)=O.C(C=C)(=O)O acrylic acid 2-(2-hydroxyethoxy)ethyl-methacrylate